ClCC1=CC=C(C=C1)N1C(=NC=2C1=NC(=CC2)C2=NC=C(C=C2)CF)C=2C(=NC=CC2)N 3-(3-(4-(Chloromethyl)phenyl)-5-(5-(fluoromethyl)pyridin-2-yl)-3H-imidazo[4,5-b]pyridin-2-yl)pyridin-2-amine